[Cl-].OC1=C(C(=CC(=C1CC=C(C)C)O)OC)C(/C=C/C1=CC=C(OC(C[N+](C)(C)C)=O)C=C1)=O (E)-2-(4-(3-(2,4-dihydroxy-6-methoxy-3-(3-methylbut-2-en-1-yl)phenyl)-3-oxoprop-1-en-1-yl)phenoxy)-N,N,N-trimethyl-2-oxoethanaminium chloride